C(C)(C)(C)OC(NC(CCN)C=1SC=C(N1)Br)=O (3-amino-1-(4-bromothiazol-2-yl)propyl)carbamic acid tert-butyl ester